C(#N)C1=CC=CC2=C1SC=C2C2C(=C(NC(=C2C(=O)OC)C)CO)C(=O)OC Dimethyl 4-(7-cyanobenzo[b]thiophen-3-yl)-2-(hydroxymethyl)-6-methyl-1,4-dihydropyridine-3,5-dicarboxylate